7-(difluoromethoxy)-4-fluoro-5-(4,4,5,5-tetramethyl-1,3,2-dioxaborolan-2-yl)pyrazolo[1,5-a]pyridine FC(OC1=CC(=C(C=2N1N=CC2)F)B2OC(C(O2)(C)C)(C)C)F